C(C)(C)(C)C1=NN(C(=C1)NC(=O)NC1CC2(CN(C2)C(=O)C2=C3N(N=C2)C=CN3C)C1)C=1C=NC=CC1 1-(3-(tert-butyl)-1-(pyridin-3-yl)-1H-pyrazol-5-yl)-3-(2-(1-methyl-1H-imidazo[1,2-b]pyrazole-7-carbonyl)-2-azaspiro[3.3]heptan-6-yl)urea